(S)-2,4-diamino-6-((1-(4-chloro-1-(1H-pyrazol-3-yl)-1H-pyrrolo[2,3-b]pyridin-3-yl)ethyl)amino)pyrimidine-5-carbonitrile NC1=NC(=C(C(=N1)N)C#N)N[C@@H](C)C1=CN(C2=NC=CC(=C21)Cl)C2=NNC=C2